C1CCC2=CC(=CC=C12)C1CCC2(CNC2)CC1 7-(2,3-dihydro-1H-inden-5-yl)-2-azaspiro[3.5]Nonane